(trans)-Ethyl 4-(2-bromo-4-fluorophenyl)-6-(1-((3-methyl-3-(((trimethylsilyl)ethoxy)carbonyl)cyclobutyl)sulfonyl)piperidin-4-yl)-2-(thiazol-2-yl)-1,4-dihydropyrimidine-5-carboxylate BrC1=C(C=CC(=C1)F)C1N=C(NC(=C1C(=O)OCC)C1CCN(CC1)S(=O)(=O)C1CC(C1)(C(=O)OCC[Si](C)(C)C)C)C=1SC=CN1